1-(3-amino-2-isopropylpyridin-4-yl)ethane-1-ol 1-((9H-fluoren-9-yl)methyl)2-(4-nitrophenyl)hydrazine-1,2-dicarboxylate C1=CC=CC=2C3=CC=CC=C3C(C12)CN(N(C(=O)O)C1=CC=C(C=C1)[N+](=O)[O-])C(=O)OC(C)C1=C(C(=NC=C1)C(C)C)N